4-methyl-pent-2-ynethioate CC(C#CC([O-])=S)C